Tert-butyl (12aR)-9-bromo-10-fluoro-6-oxo-3,4,12,12a-tetrahydro-6H-pyrazino[2,1-c][1,4]benzoxazepine-2(1H)-carboxylate BrC1=C(C2=C(C(N3[C@@H](CO2)CN(CC3)C(=O)OC(C)(C)C)=O)C=C1)F